tert-butyl 3-({3-[2-(tert-butoxy)-2-oxoethyl]-8-fluoro-4-oxoquinazolin-6-yl}amino)-3-(2,3-dichloro-6-fluorophenyl)pyrrolidine-1-carboxylate C(C)(C)(C)OC(CN1C=NC2=C(C=C(C=C2C1=O)NC1(CN(CC1)C(=O)OC(C)(C)C)C1=C(C(=CC=C1F)Cl)Cl)F)=O